5-chloro-2-methyl-N-((1r,4r)-4-((3-(6-methylpyridin-3-yl)-2-oxo-2,3-dihydro-1H-benzo[d]imidazol-1-yl)methyl)cyclohexyl)benzamide ClC=1C=CC(=C(C(=O)NC2CCC(CC2)CN2C(N(C3=C2C=CC=C3)C=3C=NC(=CC3)C)=O)C1)C